C(/C=C/C(=O)[O-])C(=O)[O-] The molecule is a pentenedioate that is the dianion obtained by the deprotonation of both the carboxy groups of glutaconic acid. It has a role as a human metabolite. It is a conjugate base of a glutaconate(1-).